BrC1=CC=C2C3(CC=4C(=NOC4C2=C1)NS(=O)(=O)C1CC1)CC3 N-(8'-bromo-4'H-spiro[cyclopropane-1,5'-naphtho[2,1-d]isoxazol]-3'-yl)cyclopropanesulfonamide